ClC1=CC(=C(C=N1)C1=NC=C(C=C1)N1CCC(CC1)N(C)C)N[C@H](CCO)C (S)-3-((6'-chloro-5-(4-(dimethylamino)piperidin-1-yl)-[2,3'-bipyridin]-4'-yl)amino)butan-1-ol